3-fluoro-4-((6-(2-methoxyethoxy)-1,5-naphthyridin-4-yl)oxy)aniline FC=1C=C(N)C=CC1OC1=CC=NC2=CC=C(N=C12)OCCOC